N-tetradecyl-2-ethyl-3-(4-methoxybenzyloxy)-pyridin-4-one C(CCCCCCCCCCCCC)N1C(=C(C(C=C1)=O)OCC1=CC=C(C=C1)OC)CC